BrC(C)C1=CC(N(C=C1)COCC[Si](C)(C)C)=O 4-(1-Bromoethyl)-1-((2-(trimethylsilyl)ethoxy)methyl)pyridin-2(1H)-one